O1CCOC12CCN(CC2)C2=CC=C(C=C2)NC(=O)C2=NN1C(N=CC=C1C1=CC(=C(C=C1)OC)OC)=C2 N-(4-(1,4-dioxa-8-azaspiro[4.5]decan-8-yl)phenyl)-7-(3,4-dimethoxyphenyl)pyrazolo[1,5-a]pyrimidine-2-carboxamide